9,9'-(5-(9H-carbazol-9-yl)-4,6-bis(2,6-diphenylpyrimidin-4-yl)-1,3-phenylene)bis(3-phenyl-9H-carbazole) C1=CC=CC=2C3=CC=CC=C3N(C12)C=1C(=C(C=C(C1C1=NC(=NC(=C1)C1=CC=CC=C1)C1=CC=CC=C1)N1C2=CC=CC=C2C=2C=C(C=CC12)C1=CC=CC=C1)N1C2=CC=CC=C2C=2C=C(C=CC12)C1=CC=CC=C1)C1=NC(=NC(=C1)C1=CC=CC=C1)C1=CC=CC=C1